CC1=C(OCC(=O)O)C=CC(=C1)SCN1N=CN(C1=O)C1=CC=CC=C1 2-(2-Methyl-4-(((5-oxo-4-phenyl-4,5-dihydro-1H-1,2,4-triazol-1-yl)methyl)thio)phenoxy)acetic acid